CC1(N(CC[C@H](C1)OCCN1CCOCC1)C1=NN(C(=C1)C)C1CC2(CN(C2)C(=O)OCC2=CC=CC=C2)C1)C Benzyl (R)-6-(3-(2,2-dimethyl-4-(2-morpholinoethoxy)piperidin-1-yl)-5-methyl-1H-pyrazol-1-yl)-2-azaspiro[3.3]heptane-2-carboxylate